FC1=C(CN2C[C@H]([C@@H](CC2)C(=O)N2CCC(CC2)(O)CN2C=NC3=C(C2=O)C=CN3)C3=CC=CC=C3)C=CC=C1 3-[(1-{[(3R,4R)-1-(2-fluorobenzyl)-3-phenylpiperidin-4-yl]carbonyl}-4-hydroxypiperidin-4-yl)methyl]-3,7-dihydro-4H-pyrrolo[2,3-d]pyrimidin-4-one